N-[(2-aminoquinolin-7-yl)methyl]-N-{3-cyano-5H,6H,7H-cyclopenta[b]pyridin-2-yl}acetamide NC1=NC2=CC(=CC=C2C=C1)CN(C(C)=O)C1=C(C=C2C(=N1)CCC2)C#N